2-(4-(tert-Butoxycarbonyl)phenyl)-2-hydroxypropionic acid C(C)(C)(C)OC(=O)C1=CC=C(C=C1)C(C(=O)O)(C)O